COC(C(CC1=CC(=C(C(=C1)C)O)C(C)(C)C)(C)C)=O 3-(1,1-dimethylethyl)-4-hydroxy-α,α,5-trimethylbenzenepropanoic acid methyl ester